tert-butyl 5-amino-4-(4-bromo-1-oxoisoindolin-2-yl)-5-oxopentanoate NC(C(CCC(=O)OC(C)(C)C)N1C(C2=CC=CC(=C2C1)Br)=O)=O